ClC1=CC=C(C=C1)C1(CC1)CNC=1C(N(C(=CN1)C1=CC=CC=C1)CC(=O)NCC=1C=C2C(=NC1)CN(C2)C(=O)OC(C)(C)C)=O tert-butyl 3-((2-(3-(((1-(4-chlorophenyl)cyclopropyl)methyl)amino)-2-oxo-6-phenylpyrazin-1(2H)-yl)acetamido)methyl)-5,7-dihydro-6H-pyrrolo[3,4-b]pyridine-6-carboxylate